(S)-2-(((4-(8-((benzyloxy)carbonyl)-3,8-diazabicyclo[3.2.1]octane-3-yl)-7-(3-(Benzyloxy)naphthalen-1-yl)-5,6,7,8-tetrahydropyrido[3,4-d]pyrimidin-2-yl)oxy)methyl)pyrrole C(C1=CC=CC=C1)OC(=O)N1[C@@H]2CN(CC1CC2)C=2C1=C(N=C(N2)OCC=2NC=CC2)CN(CC1)C1=CC(=CC2=CC=CC=C12)OCC1=CC=CC=C1